CN1C(NCC=2C1=NC(=NC2)NC2=CC=C(C=C2)N2CCN(CC2)C)=O 1-methyl-7-[4-(4-methylpiperazin-1-yl)anilino]-4H-pyrimido[4,5-d]pyrimidin-2-one